N-ethyl-3-fluoro-2-({3-[(E)-2-{4-[(pyrrolidin-1-yl)methyl]pyridin-2-yl}vinyl]-1H-indazol-6-yl}thio)benzamide C(C)NC(C1=C(C(=CC=C1)F)SC1=CC=C2C(=NNC2=C1)\C=C\C1=NC=CC(=C1)CN1CCCC1)=O